Cl.C1C(CC12CNCC2)NC(OC(C)(C)C)=O tert-butyl 6-azaspiro[3.4]oct-2-ylcarbamate hydrochloride